(±)-1-fluoro-N-(5-(trifluoromethyl)pyrimidin-2-yl)-6,7,8,9-tetrahydro-5H-5,8-epimino-cyclohepta[c]pyridine-10-carboxamide FC1=NC=CC2=C1CC1CCC2N1C(=O)NC1=NC=C(C=N1)C(F)(F)F